C(CCCCCCCCCCC)[N+](C)(C)[O-] N-lauryl-N,N-dimethylamine oxide